CS(=O)(=O)/N=C(/C1=C(C=CC(=C1)OC2=C(C=C(C=C2)C(F)(F)F)Cl)[N+](=O)[O-])\\[O-] The molecule is an organic nitrogen anion resulting from the removal of a proton from the N-sulfonylcarboxamide moiety of fomesafen. It is a conjugate base of a fomesafen.